C(CC)N(C(=O)N1C=NC=C1)CCOC1=C(C=C(C=C1Cl)Cl)Cl N-propyl-N-[2-(2,4,6-trichlorophenoxy)ethyl]-imidazole-1-formamide